5-bromo-6-(methoxymethyl)picolinic acid methyl ester COC(C1=NC(=C(C=C1)Br)COC)=O